(4-nitrophenyl) [trans-(1SR,2SR)-2-(2-pyridyldisulfanyl)cycloheptyl] carbonate C(OC1=CC=C(C=C1)[N+](=O)[O-])(O[C@@H]1[C@H](CCCCC1)SSC1=NC=CC=C1)=O |r|